IC=1C(=C(C=CC1)CC#N)C 2-(3-iodo-2-methylphenyl)acetonitrile